C1(=CC=CC=C1)[C@@H](C)NC1CCCC=2C3=CC(=CC=C3NC12)C=1C=C2CCNC(C2=CC1)=O 6-(1-(((R)-1-phenylethyl)amino)-2,3,4,9-tetrahydro-1H-carbazol-6-yl)-3,4-dihydroisoquinolin-1(2H)-one